2-{3-[(3S,4R)-3,4-Dihydroxypiperidin-1-carbonyl]-5,6-dihydrocyclopenta[c]pyrazol-1(4H)-yl}-1-[4-(2,3-dimethylphenyl)piperazin-1-yl]ethan-1-on O[C@H]1CN(CC[C@H]1O)C(=O)C=1C2=C(N(N1)CC(=O)N1CCN(CC1)C1=C(C(=CC=C1)C)C)CCC2